ClC1=C(C(=O)N2N=C(C=C2NCC=2SC(=CC2)Cl)C2CN(CC2)S(=O)(=O)N2CCCC2)C=CC=C1 1-(2-Chlorobenzoyl)-N-[(5-chlorothiophen-2-yl)methyl]-3-[1-(pyrrolidin-1-sulfonyl)pyrrolidin-3-yl]-1H-pyrazol-5-amin